CC=1C(=C(C=C(C1)C(F)(F)F)O)C1=CC2=C(N(CCCC2)[C@H]2CN(CCC2)C)N=N1 (R)-3-methyl-2-(9-(1-methylpiperidin-3-yl)-6,7,8,9-tetrahydro-5H-pyridazino[3,4-b]azepin-3-yl)-5-(trifluoromethyl)phenol